C(C)(C)(C)OC([C@@H](CC1=CC(=CC=C1)C(CCl)=O)[C@@H]1CN(CC1)C(=O)OC(C)(C)C)=O Tert-butyl (R)-3-((S)-1-(tert-butoxy)-3-(3-(2-chloroacetyl)phenyl)-1-oxopropan-2-yl)pyrrolidine-1-carboxylate